FC=1C=C2C(CC3(NC2=CC1)CCN(CC3)C(=O)NCC=3N=COC3)=O 6'-fluoro-N-(oxazol-4-ylmethyl)-4'-oxo-3',4'-dihydro-1'H-spiro[piperidine-4,2'-quinoline]-1-carboxamide